ClC1=CC=C2C(=CN(C2=C1Cl)CC(=O)OCC)C=1C=NN(C1)C1OCCCC1 ethyl 2-[6,7-dichloro-3-(1-tetrahydropyran-2-ylpyrazol-4-yl)indol-1-yl]acetate